S(=O)(=O)(O)O.C(CCCCCCCCCCC)OCCCCCCCCCCCC Dodecyl ether sulfate salt